FC1=CC=C(C=C1)C1=NN2C(CN(CC2)C)=C1B1OC(C(O1)(C)C)(C)C 2-(4-fluorophenyl)-5-methyl-3-(4,4,5,5-tetramethyl-1,3,2-dioxaborolan-2-yl)-4,5,6,7-tetra-hydropyrazolo[1,5-a]pyrazine